O1C(OCC1)C1=C(C=CC=C1OCC1=CC=C(C=C1)OC)CCN(C1=NC=CC(=N1)NC=1N=CC2=C(C=CC(=C2C1)C(C)C)N1CC(C1)CS(=O)(=O)C)C N2-{2-[2-(1,3-dioxolan-2-yl)-3-[(4-methoxyphenyl)methoxy]phenyl]ethyl}-N4-{5-isopropyl-8-[3-(methanesulfonylmethyl)azetidin-1-yl]isoquinolin-3-yl}-N2-methylpyrimidine-2,4-diamine